C(C)(=O)N1CCN(CC1)C1=CC=2N=C3N(CCN(C3)C(CCOCC3NCC3)=O)C2N=C1 2-((3-(3-(4-acetylpiperazin-1-yl)-8,9-dihydropyrido[3',2':4,5]imidazo[1,2-a]pyrazin-7(6H)-yl)-3-oxopropoxy)methyl)azetidin